ClC1=C(SC=CC=CC=C1)Cl dichloro-thionine